NC1=C(CN(C)C2CCCCC2)C=C(C=C1Br)Br 2-amino-3,5-dibromo-N-cyclohexyl-N-methylbenzylamine